FCCCNC1CNC1 N-(3-fluoropropyl)azetidin-3-amine